(12S,13S)-8,12-epoxylabd-14-en-13-ol C[C@]12CCCC([C@@H]1CC[C@@]3([C@@H]2C[C@H](O3)[C@](C)(C=C)O)C)(C)C